ClC=1C(=C(C=CC1)C1(CN(C(C2=CC=C(C(=C12)F)NC1CN(C1)C(=O)OC(C)(C)C)=O)C1=NN(C=C1F)C)C)F tert-butyl 3-{[4-(3-chloro-2-fluorophenyl)-5-fluoro-2-(4-fluoro-1-methyl-1H-pyrazol-3-yl)-4-methyl-1-oxo-1,2,3,4-tetrahydroisoquinolin-6-yl]amino}azetidine-1-carboxylate